[C@@H]12N(C[C@@H](NC1)C2)C2=C(C=C(C(=C2)C=2C=NC(=CC2)C(NC)=O)F)C=2C(=NC(=NC2)C2=C(C=CC=C2OC)F)C(=O)N (2-((1S,4S)-2,5-diazabicyclo[2.2.1]hept-2-yl)-5-fluoro-4-(6-(methylcarbamoyl)pyridin-3-yl)phenyl)-2-(2-fluoro-6-methoxyphenyl)pyrimidine-4-carboxamide